NCC=1C=C(C=CC1)C=1C=CC=2N(C1)C(=NN2)COC2=C(C=CC=C2)CC(=O)O 2-(2-((6-(3-(aminomethyl)phenyl)-[1,2,4]triazolo[4,3-a]pyridin-3-yl)methoxy)phenyl)acetic acid